(R)-5-phenyl-2-((1R,3R)-3-phenylcyclobutyl)-5,6-dihydrooxazolo[2,3-c][1,2,4]triazol-3(2H)-one C1(=CC=CC=C1)[C@@H]1COC2=NN(C(N21)=O)C2CC(C2)C2=CC=CC=C2